C(C)(C)(C)OC(CN(C1=C(N=C(O1)C1=CC(=NC=C1)OC)C(C(C(CC)=O)N1CCN(CC1)C(=O)OC(C)(C)C)=O)CC1=CC=C(C=C1)OC)=O tert-butyl 4-(1-(5-((2-(tert-butoxy)-2-oxoethyl)(4-methoxybenzyl)amino)-2-(2-methoxypyridin-4-yl)oxazol-4-yl)-1,3-dioxopentan-2-yl)piperazine-1-carboxylate